FC=1C=C(C=CC1)[C@H]1N(CC[C@H](C1)NC)C(=O)N1CC2(CCCC2)[C@@H](CC1)CN1C=NC(=CC1=O)C1=C(C=CC=C1)OC 3-(((R)-7-((2S,4R)-2-(3-fluorophenyl)-4-(methylamino)piperidine-1-carbonyl)-7-azaspiro[4.5]dec-10-yl)methyl)-6-(2-methoxyphenyl)pyrimidin-4(3H)-one